2-(3-bromophenyl)-3-methylbutanoyl chloride BrC=1C=C(C=CC1)C(C(=O)Cl)C(C)C